ClC1=C2C(=NN(C2=CC=C1)S(=O)(=O)C1=CC=C(C=C1)C)N1[C@@H](CC(C1)(F)F)C(F)F 4-chloro-1-(p-tolylsulfonyl)-3-[(2S)-2-(difluoromethyl)-4,4-difluoro-pyrrolidin-1-yl]indazole